1,4-Bis(9'-ethynylanthracenyl)-benzol C(#C)C=1C2=CC=CC=C2C=C2C=CC=C(C12)C1=CC=C(C=C1)C1=CC=CC2=CC3=CC=CC=C3C(=C12)C#C